(1S,2S)-N-(7-chloro-6-(1-((3S,4S)-4-fluoro-3-methyltetrahydrofuran-3-yl)piperidin-4-yl)isoquinolin-3-yl)-2-ethyl-3-(1-methyl-1H-pyrazol-3-yl)cyclopropane-1-carboxamide ClC1=C(C=C2C=C(N=CC2=C1)NC(=O)[C@H]1[C@H](C1C1=NN(C=C1)C)CC)C1CCN(CC1)[C@]1(COC[C@H]1F)C